(E)-4-(((ethyl(methyl)amino)methylene)amino)-N,2,5-trimethyl-N-(3-(trifluoromethyl)benzyl)benzothioamide C(C)N(C)\C=N\C1=CC(=C(C(N(CC2=CC(=CC=C2)C(F)(F)F)C)=S)C=C1C)C